F[C@@H]1C(NC(C[C@@H]1NC1=CC=C(N=N1)C1=NC=C(C=C1O)C1=NNC=C1)(C)C)(C)C 2-(6-{[(3S,4S)-3-fluoro-2,2,6,6-tetramethylpiperidin-4-yl]amino}pyridazin-3-yl)-5-(1H-pyrazol-3-yl)pyridin-3-ol